ClC1=C(C=CC(=C1)F)C1=CC(OC2=CC(=CC=C12)O)=O 4-(2-chloro-4-fluoro-phenyl)-7-hydroxy-chromen-2-one